5-(1H-indol-3-yl)-2-(4-methoxyphenyl)oxazole-4-carboxylic acid N1C=C(C2=CC=CC=C12)C1=C(N=C(O1)C1=CC=C(C=C1)OC)C(=O)O